C(C1=CC=CC=C1)N(CC(COCC(=O)OCC)F)CC1=CC=CC=C1 1-Ethyl 2-[3-(dibenzylamino)-2-fluoro-propoxy]acetate